(S)-1-(5-((1-(difluoromethyl)-1H-pyrazol-4-yl)ethynyl)-N-methylnicotinamido)-3-phenylpropan-2-yl 2-aminoacetate NCC(=O)O[C@H](CN(C(C1=CN=CC(=C1)C#CC=1C=NN(C1)C(F)F)=O)C)CC1=CC=CC=C1